di(2-ethylhexyl) succinate C(CCC(=O)OCC(CCCC)CC)(=O)OCC(CCCC)CC